2,2,2-trifluoro-1-(2-(4-(1-(quinoxalin-6-yl)ethyl)piperazin-1-yl)pyrimidin-5-yl)ethan-1-ol FC(C(O)C=1C=NC(=NC1)N1CCN(CC1)C(C)C=1C=C2N=CC=NC2=CC1)(F)F